C(C)(C)(C)O[C@@H]([C@H](NC(C)(C)C)C(=O)O)C O-(tert-butyl)tert-butyl-L-threonine